CN(C=1C=C2C=NC(=NC2=CC1)N1CCC(CC1)=O)C1CCNCC1 1-(6-(methyl(piperidin-4-yl)amino)quinazolin-2-yl)piperidin-4-one